FC1(C(C1)C1=CNC=2N=CN=C(C21)N[C@H]2CN(CCC2)C(C=C)=O)F 1-((3R)-3-((5-(2,2-difluorocyclopropyl)-7H-pyrrolo[2,3-d]pyrimidin-4-yl)amino)piperidin-1-yl)prop-2-en-1-one